(R)-4-(3-methylmorpholino)-N-(1H-pyrazol-4-yl)-7-(pyridin-4-yl)thieno[3,2-d]pyrimidin-2-amine C[C@@H]1COCCN1C=1C2=C(N=C(N1)NC=1C=NNC1)C(=CS2)C2=CC=NC=C2